4-((1-((4'-Fluoro-[1,1'-biphenyl]-4-yl)methyl)-5-(4-fluorophenyl)-1H-indazol-7-ylamino)methyl)benzoic acid FC1=CC=C(C=C1)C1=CC=C(C=C1)CN1N=CC2=CC(=CC(=C12)NCC1=CC=C(C(=O)O)C=C1)C1=CC=C(C=C1)F